FC1=NN=CN1C1=CC=C(C=N1)C#CC=1C=NC(=NC1)N1C[C@@H](N(CC1)C1=NC=CC=N1)COC (R)-5-((6-(3-fluoro-4H-1,2,4-triazol-4-yl)pyridin-3-yl)ethynyl)-2-(3-(methoxymethyl)-4-(pyrimidin-2-yl)piperazin-1-yl)pyrimidine